(4-{5-amino-6-[1-(2-chloro-3,6-difluoro-phenyl)-ethoxy]-pyrazin-2-yl}-phenyl)-((3r,5s)-3,5-dimethyl-piperazin-1-yl)-methanone NC=1N=CC(=NC1OC(C)C1=C(C(=CC=C1F)F)Cl)C1=CC=C(C=C1)C(=O)N1C[C@H](N[C@H](C1)C)C